NC1=NC2=CC(=CC=C2C(=C1)NCC12CCC(CC1)(CC2)C(=O)OC)Br methyl 4-(((2-amino-7-bromoquinolin-4-yl)amino)methyl)bicyclo[2.2.2]octane-1-carboxylate